ClC1=CC(=C(C=C1)NC(=O)NS(=O)(=O)C=1OC=C(C1)C(C)(C)O)C(F)(F)F 4-chloro-2-(trifluoromethyl)phenyl-3-([4-(2-hydroxypropan-2-yl)furan-2-yl]sulfonyl)urea